C(CCCCCCCCCCCCCCCCCCCCCCCCCCCCCCCCCC)(=O)O.CCCCCCCCCCCCCCCCCCCCC heneicosane pentatriacontanoate